COC=1C=C2C=CC=NC2=C(C1)N 6-methoxyquinolin-8-amine